FC(N1N=NC2=C1C=CC(=C2)OC2=C(C(=C(C=C2)NC=2C1=C(N=CN2)C=CC(=N1)N1CC(N(CC1)C(C=C)=O)(C)C)F)C)F 1-(4-(4-((4-((1-(difluoromethyl)-1H-benzo[d][1,2,3]triazol-5-yl)oxy)-2-fluoro-3-methylphenyl)amino)pyrido[3,2-d]pyrimidin-6-yl)-2,2-dimethylpiperazin-1-yl)prop-2-en-1-one